ClC=1C(=NC(=NC1)N[C@@H]1CC[C@H](CC1)O)C1=CC=C2CN(C(C2=C1)=O)[C@@H](C(=O)N[C@H](C)C1=CC(=CC(=C1)N1CCN(CC1)C)F)C (2R)-2-[6-(5-chloro-2-{[trans-4-hydroxycyclohexyl]amino}pyrimidin-4-yl)-1-oxo-2,3-dihydro-1H-isoindol-2-yl]-N-[(1R)-1-[3-fluoro-5-(4-methylpiperazin-1-yl)phenyl]ethyl]propanamide